2-(3,5-dibromo-2-hydroxybenzylidene)-6-hydroxybenzofuran-3(2H)-one BrC=1C(=C(C=C2OC3=C(C2=O)C=CC(=C3)O)C=C(C1)Br)O